(±)-(4Z)-4-(1,3-benzothiazol-6-ylmethylene)-2-[[2-(methylamino)-1-phenyl-ethyl]amino]-1H-imidazol-5-one dihydrochloride Cl.Cl.S1C=NC2=C1C=C(C=C2)\C=C\2/N=C(NC2=O)N[C@@H](CNC)C2=CC=CC=C2 |r|